COC(=O)C=1C(=CC=2N(C1)C=C(N2)C2CCOCC2)OC(C)C 7-isopropoxy-2-(tetrahydro-2H-pyran-4-yl)imidazo[1,2-a]pyridine-6-carboxylic acid methyl ester